N-ethoxy-6-((6-fluoro-2-methylpyridin-3-yl)amino)nicotinamide C(C)ONC(C1=CN=C(C=C1)NC=1C(=NC(=CC1)F)C)=O